N-(3-{5-cyclopentyl-2H-pyrazolo[3,4-b]pyridin-2-yl}-4-fluorophenyl)-3,3-difluoroazetidine C1(CCCC1)C1=CC=2C(N=C1)=NN(C2)C=2C=C(C=CC2F)N2CC(C2)(F)F